6-(8-(1-cyclopropylpiperidin-4-yl)-8-azabicyclo[3.2.1]oct-3-yl)-2-(3,4-dimethoxyphenyl)-1,4-dimethyl-1H-benzo[d]imidazole C1(CC1)N1CCC(CC1)N1C2CC(CC1CC2)C=2C=C(C1=C(N(C(=N1)C1=CC(=C(C=C1)OC)OC)C)C2)C